CC1=NC=CC(=C1)N1CC(CCC1)CN1N=CC=CC1=O 2-((1-(2-methylpyridin-4-yl)piperidin-3-yl)methyl)pyridazin-3(2H)-one